N1C=NC2=C1C=C(C=C2)NC2=NC1=C(C=C(C=C1C=N2)Br)OC2CCC(CC2)O 4-({2-[(1H-benzo[d]imidazol-6-yl)amino]-6-bromoquinazolin-8-yl}oxy)cyclohexanol